N[13C@@H]([13CH2][13C](=O)[O-])[13C](=O)[O-] [13C4]-aspartate